[Na+].ClC1=CC=C2C(=C(N(C2=C1F)C=1C=NN(C1)CC)C1CC1)SC=1C(=C(C(=O)[O-])C=CC1)F 3-((6-chloro-2-cyclopropyl-1-(1-ethyl-1H-pyrazol-4-yl)-7-fluoro-1H-indol-3-yl)thio)2-fluorobenzoic acid sodium salt